BrCCCCC=1C(=C(C2=CC=CC=C2C1F)C#N)C1=CC=NN1 3-(4-bromobutyl)-4-fluoro-2-(1H-pyrazol-5-yl)-1-naphthalenecarbonitrile